[Si](C)(C)(C(C)(C)C)OC[C@@H](C(=O)OC)NC(=O)C=1N=C(SC1)C=1C=C(C(=O)OC(C)(C)C)C=CC1 tert-butyl (s)-3-(4-((3-((tert-butyldimethylsilyl)oxy)-1-methoxy-1-oxopropan-2-yl)carbamoyl)thiazol-2-yl)benzoate